C(CCC)OC(=O)N1CC(C(CC1)(O)C1=CC(=CC=C1)C#N)CN(C)C butyl-4-(3-cyanophenyl)-3-((dimethylamino) methyl)-4-hydroxypiperidine-1-carboxylate